2-chloro-4-propoxy-3-(trifluoromethyl)pyridine ClC1=NC=CC(=C1C(F)(F)F)OCCC